CC(C)NS(N)(=O)=O propan-2-yl-sulfamoylamine